S(=O)(=O)(C1=CC=C(C)C=C1)OC[C@H]1[C@H]2CC[C@@H]([C@H]1COS(=O)(=O)C1=CC=C(C)C=C1)N2C(=O)OC(C)(C)C tert-butyl (1R,2R,3S,4S)-2,3-bis((tosyloxy) methyl)-7-azabicyclo[2.2.1]heptane-7-carboxylate